1-hydroxy-3,4-dihydro-2,1-benzoxaborole-6-carbaldehyde OB1OCC2C1=CC(=CC2)C=O